2-(2-(2-(2-(3-(N,N-bis(4-methoxybenzyl)sulfamoyl)-4-fluoro-5-(morpholinomethyl)-1H-pyrazol-1-yl)-2-methylpropoxy)pyridin-4-yl)-4-fluoro-6-isopropylphenyl)acetic acid COC1=CC=C(CN(S(=O)(=O)C2=NN(C(=C2F)CN2CCOCC2)C(COC2=NC=CC(=C2)C2=C(C(=CC(=C2)F)C(C)C)CC(=O)O)(C)C)CC2=CC=C(C=C2)OC)C=C1